Ethyl-(2RS)-chloro(ethoxy)acetat C(C)OC([C@H](OCC)Cl)=O |r|